BrCC1=CC(=C(C=C1)C=1C(=CC=CC1)S(=O)(=O)N(COCCOC)C1=NOC(=C1C)C)COCC 4'-(bromomethyl)-N-(4,5-dimethylisoxazol-3-yl)-2'-(ethoxymethyl)-N-((2-methoxyethoxy)methyl)-[1,1'-biphenyl]-2-sulfonamide